8-bromo-2,4-dichloro-6-methylquinazoline BrC=1C=C(C=C2C(=NC(=NC12)Cl)Cl)C